2-Cyclopropyl-N-(6-(hydroxymethyl)pyridin-2-yl)-7-isopropoxyimidazo[1,2-a]pyridine-6-carboxamide C1(CC1)C=1N=C2N(C=C(C(=C2)OC(C)C)C(=O)NC2=NC(=CC=C2)CO)C1